BrC=1C=2N(C=C(C1)C1CC1)C=C(N2)C(C=[N+]=[N-])=O 1-(8-bromo-6-cyclopropylimidazo[1,2-a]pyridin-2-yl)-2-diazoethan-1-one